BrC1=CN=CC(=N1)C=1C=CC2=CN(N=C2C1)COC(=O)N1CCCCC1 (6-(6-bromopyrazin-2-yl)-2H-indazol-2-ylmethyl)piperidine-1-carboxylate